C(C=C)(=O)NCCC[N+](CCC(=O)[O-])(C)C 3-((3-acrylamidopropyl)dimethylammonio)propanoate